O=C1NC(CCC1N1C(C2=CC=CC(=C2C1)SCCCCC(=O)N1CCN(CC1)C1=CC=C(C(=O)N2CCC(CC2)CCCCNC(\C=C\C=2C=NC=CC2)=O)C=C1)=O)=O (E)-N-(4-(1-(4-(4-(5-((2-(2,6-dioxopiperidin-3-yl)-1-oxoisoindolin-4-yl)thio)pentanoyl)piperazin-1-yl)benzoyl)piperidin-4-yl)butyl)-3-(pyridin-3-yl)acrylamide